Cl.ClC=1C(=NC=CC1)O[C@H]1CN(CC1)C1=C(C(=O)N)C=C(C=C1)C=1C=NC=CC1 (R)-2-(3-(3-chloropyridin-2-yloxy)pyrrolidin-1-yl)-5-(pyridin-3-yl)benzamide hydrochloride